ClC=1C=C(C=CC1)C=1N=C(SC1)C(=O)NNC1=CC=C(C=C1)Cl 4-(3-chlorophenyl)-N'-(4-chlorophenyl)thiazole-2-hydrazide